methyl nonacosanate C(CCCCCCCCCCCCCCCCCCCCCCCCCCCC)(=O)OC